C1(CCCCC1)C(=O)O cyclohexyl-carboxylic acid